(-)-toluic acid C=1(C(=CC=CC1)C(=O)O)C